N-((1r,4r)-4-(4-cyanophenoxy)cyclohexyl)-2-(1H-imidazol-1-yl)-5H-pyrrolo[3,2-d]pyrimidine-4-carboxamide C(#N)C1=CC=C(OC2CCC(CC2)NC(=O)C=2C3=C(N=C(N2)N2C=NC=C2)C=CN3)C=C1